5-ethyl-1,3,4-thiadiazole-2-amine C(C)C1=NN=C(S1)N